N1N=CC2=CC(=CC=C12)C#CC1=NC(=NC=C1)C1=NC(=NC=C1)NCC1OCCCC1 ((1H-indazol-5-yl)ethynyl)-N-((tetrahydro-2H-pyran-2-yl)methyl)-[2,4'-bipyrimidin]-2'-amine